1-(5-((1-isobutylazetidin-3-yl)methyl)pyrazolo[1,5-a]pyridin-3-yl)dihydropyrimidine-2,4(1H,3H)-dione C(C(C)C)N1CC(C1)CC1=CC=2N(C=C1)N=CC2N2C(NC(CC2)=O)=O